O1C(OCC1)C=1C=CC(=NC1)C=1C(=C(C=CC1)NC=1C=C(C=2N(N1)C(=CN2)C(=O)NCC)N(C)CC2=CC=C(C=C2)OC)OC 6-({3-[5-(1,3-Dioxolan-2-yl)pyridin-2-yl]-2-methoxyphenyl}amino)-N-ethyl-8-{[(4-methoxyphenyl)methyl](methyl)amino}imidazo[1,2-b]pyridazine-3-carboxamide